[Si](C1=CC=CC=C1)(C1=CC=CC=C1)(C(C)(C)C)O[C@H]1C[C@@H](N(C1)C)C(=O)OC methyl (2R,4S)-4-[tert-butyl(diphenyl)silyl]oxyl-methyl-pyrrolidine-2-carboxylate